BrC=1C=NN(C1COC)C1=CN=NC=C1 4-(4-bromo-5-(methoxymethyl)-1H-pyrazol-1-yl)pyridazine